C(C)S(=O)(=O)C=1C=CC(=C(C1)C=1C2=C(C(N(C1)C)=O)NC=C2)OC2CCN(CC2)C 4-{5-(ethylsulfonyl)-2-[(1-methylpiperidin-4-yl)oxy]phenyl}-6-methyl-1,6-dihydro-7H-pyrrolo[2,3-c]pyridin-7-one